C(CCC)(=O)OC(CC(C)C)=O isovaleryl butyrate